BrC1=C(C=C(C=C1Cl)NC1=NC=C(C(=N1)N[C@H]1COCCC1)C)CO [2-bromo-3-chloro-5-[[5-methyl-4-[[(3R)-tetrahydropyran-3-yl]amino]pyrimidin-2-yl]amino]phenyl]methanol